[C@H]12[C@H](CCC(C1(C)C)C2)CO (1S,2S)-10-pinanol